2,2-dimethyl-6-nitro-2H-benzo[e][1,3]oxazin-4(3H)-one CC1(OC2=C(C(N1)=O)C=C(C=C2)[N+](=O)[O-])C